ethyl (S)-3-(6-(6-fluoropyridin-3-yl)-4-(5-nitrothiophene-2-carboxamido)-1H-pyrazolo[3,4-d]pyrimidin-1-yl)pyrrolidine-1-carboxylate FC1=CC=C(C=N1)C1=NC(=C2C(=N1)N(N=C2)[C@@H]2CN(CC2)C(=O)OCC)NC(=O)C=2SC(=CC2)[N+](=O)[O-]